{(4R,5S)-2,2-dimethyl-5-[(2Z)-pent-2-en-1-yl]-1,3-dioxolan-4-yl}methanol CC1(O[C@H]([C@H](O1)CO)C\C=C/CC)C